(3-cyclopropylbenzotriazol-5-yl)methanol C1(CC1)N1N=NC2=C1C=C(C=C2)CO